CN1C=CC2=CC(=CC=C12)C=1NC2=C(C(=NC=C2)C2=CC(=C(C(=C2)OC)OC)OC)N1 2-(1-methyl-indol-5-yl)-4-(3,4,5-trimethoxyphenyl)-1H-imidazo[4,5-c]pyridine